butyl 4-(2-aminoethyl)piperazine-1-carboxylate NCCN1CCN(CC1)C(=O)OCCCC